1-(7-fluoro-5-(2-((1-methyl-1H-pyrazol-5-yl)amino)pyridin-4-yl)indolin-1-yl)-2-(2-(tetrahydro-2H-pyran-4-yl)pyridin-3-yl)ethan-1-one FC=1C=C(C=C2CCN(C12)C(CC=1C(=NC=CC1)C1CCOCC1)=O)C1=CC(=NC=C1)NC1=CC=NN1C